iron copper-nickel [Ni].[Cu].[Fe]